2-decyltetradecyl 3-((3-(2-hexyldecanamido)-4-oxo-4-((2-(piperidin-1-yl)ethyl)amino)butyl)thio)propanoate C(CCCCC)C(C(=O)NC(CCSCCC(=O)OCC(CCCCCCCCCCCC)CCCCCCCCCC)C(NCCN1CCCCC1)=O)CCCCCCCC